5-(6-amino-9H-purin-9-yl)-3,4-dihydroxy-N-(3-((3-phenoxyphenethyl)amino)propyl)tetrahydrofuran-2-carboxamide NC1=C2N=CN(C2=NC=N1)C1C(C(C(O1)C(=O)NCCCNCCC1=CC(=CC=C1)OC1=CC=CC=C1)O)O